(S)-2-(2-(3,5-difluoro-2-methoxyphenyl)acetamido)-4-(((S)-3-fluoro-2-methoxypropyl)(4-(5,6,7,8-tetrahydro-1,8-naphthyridin-2-yl)butyl)amino)butanoic acid FC=1C(=C(C=C(C1)F)CC(=O)N[C@H](C(=O)O)CCN(CCCCC1=NC=2NCCCC2C=C1)C[C@@H](CF)OC)OC